NCCOCCOCCOCCOCCNC(OC(C)(C)C)=O tert-butyl (14-amino-3,6,9,12-tetraoxatetradec-1-yl)carbamate